(1S)-2-(morpholin-4-yl)-1-phenylethanamine dihydrochloride Cl.Cl.N1(CCOCC1)C[C@@H](N)C1=CC=CC=C1